3-(5-((2S,5R)-2,5-dimethyl-4-(oxetan-3-yl)piperazin-1-yl)pyridin-2-ylamino)-1-methyl-5-(4,4,5,5-tetramethyl-1,3,2-dioxaborolan-2-yl)pyridin-2(1H)-one C[C@@H]1N(C[C@H](N(C1)C1COC1)C)C=1C=CC(=NC1)NC=1C(N(C=C(C1)B1OC(C(O1)(C)C)(C)C)C)=O